COC=1C(=C2C=CNC2=C(C1)C)CN1C(CN(CC1)C)C1=CC(=C(C(=O)O)C=C1)C 4-(1-((5-methoxy-7-methyl-1H-indol-4-yl)methyl)-4-methylpiperazin-2-yl)-2-methylbenzoic acid